COC(=O)N[C@H](C(=O)N1[C@H]2[C@@H](CC1)CCC2)C2=CC=CC=C2 (2S,3aR,6aR)-1-((R)-2-((methoxy-carbonyl)amino)-2-phenylacetyl)octahydro-cyclopenta[b]pyrrole